(S)-6-((4-(3-Aminopiperidin-1-yl)-5-(1-(2,2,2-trifluoroethyl)-1H-pyrazol-4-yl)pyridin-2-yl)amino)-1-(3-fluoropropyl)-1H-pyrazolo[3,4-b]pyridine-3-carbonitrile N[C@@H]1CN(CCC1)C1=CC(=NC=C1C=1C=NN(C1)CC(F)(F)F)NC1=CC=C2C(=N1)N(N=C2C#N)CCCF